5,6-diaminonicotinic acid NC=1C(=NC=C(C(=O)O)C1)N